Methyl (1RS,2SR)-2-((2-((5-((4,4-difluorocyclohexyl)amino)pentyl)oxy)-4-methylphenyl)sulfonyl)cyclopentane-1-carboxylate FC1(CCC(CC1)NCCCCCOC1=C(C=CC(=C1)C)S(=O)(=O)[C@@H]1[C@H](CCC1)C(=O)OC)F |r|